(S)-7-chloro-4-(1-(5-((3-hydroxypyrrolidin-1-yl)methyl)pyrimidin-2-yl)piperidin-4-yl)-1-methyl-1,4-dihydropyrido[2,3-b]pyrazine-2,3-dione ClC1=CC2=C(N(C(C(N2C)=O)=O)C2CCN(CC2)C2=NC=C(C=N2)CN2C[C@H](CC2)O)N=C1